(S)-2-methyl-N-(1-(piperidin-3-yl)-1H-pyrazolo[3,4-d]pyrimidin-6-yl)-1,2,3,4-tetrahydroisoquinolin-7-amine hydrochloride Cl.CN1CC2=CC(=CC=C2CC1)NC1=NC=C2C(=N1)N(N=C2)[C@@H]2CNCCC2